4-(aminomethyl)bicyclo[2.1.1]Hexane-1-ol NCC12CCC(C1)(C2)O